CHROMIUM PHOSPHONATE P([O-])([O-])=O.[Cr+3].P([O-])([O-])=O.P([O-])([O-])=O.[Cr+3]